OC(C)(C)C(C=C[C@@H](C)[C@H]1CC[C@H]2[C@@H]3CCC4CCCC[C@]4(C)[C@H]3CC[C@]12C)=O 25-hydroxycholestenone